(S)-4-(7-((3,4-difluorobenzyl)amino)thieno[2,3-c]pyridin-2-yl)-2-(4-fluorophenethyl)-3-(5-methyl-1,3,4-oxadiazol-2-yl)-7,8,9,9a-tetrahydro-5H-pyrido[2,3-a]pyrrolizin-5-one FC=1C=C(CNC=2N=CC=C3C2SC(=C3)C3=C(C(=NC2=C3C(N3CCC[C@@H]23)=O)CCC2=CC=C(C=C2)F)C=2OC(=NN2)C)C=CC1F